ClC1=CC(=C(C=C1)C(CC(C(=O)O)=C)O)C=1C=NN(C1)CC1CCC1 4-(4-chloro-2-(1-(cyclobutylmethyl)-1H-pyrazol-4-yl)phenyl)-4-hydroxy-2-methylenebutanoic acid